2-({7-amino-4-[3-(3-chlorophenyl)-1H-indazol-5-yl]-1-oxo-2,3-dihydro-1H-isoindol-2-yl}methyl)prop-2-enamide NC=1C=CC(=C2CN(C(C12)=O)CC(C(=O)N)=C)C=1C=C2C(=NNC2=CC1)C1=CC(=CC=C1)Cl